CN(C)CC1=C(C=CC(=N1)NC=1C=CC(=C2CNC(C12)=O)C1=CN=C2N1C=CC(=C2)F)N2C[C@@H](OCC2)COC (R)-7-((6-((dimethylamino)-methyl)-5-(2-(methoxymeth-yl)morpholino)pyridin-2-yl)amino)-4-(7-fluoroimidazo[1,2-a]pyridin-3-yl)isoindolin-1-one